(S)-N-((6-amino-2-methylpyridin-3-yl)methyl)-1-chloro-3-((3-fluoro-5-methylbenzyl)amino)-4-oxo-4,6,7,8-tetrahydropyrrolo[1,2-a]pyrazine-6-carboxamide trifluoroacetate FC(C(=O)O)(F)F.NC1=CC=C(C(=N1)C)CNC(=O)[C@@H]1CCC=2N1C(C(=NC2Cl)NCC2=CC(=CC(=C2)C)F)=O